C(C)(C)(C)OC1=CC=C(C[C@H](NC(C[C@H](CO[Si](C(C)(C)C)(C)C)NC(OCC2=CC=CC=C2)=O)=O)C(N(CC(OCC)OCC)CC2=CC=CC3=CC=CC=C23)=O)C=C1 benzyl (6R,10S)-10-(4-tert-butoxybenzyl)-14-ethoxy-2,2,3,3-tetramethyl-12-(naphthalen-1-ylmethyl)-8,11-dioxo-4,15-dioxa-9,12-diaza-3-silaheptadecan-6-ylcarbamate